COC=1C=CC=C2CCCC(C12)CN1C=NC(=C1)C1=NC=CC(=C1)C=1N=NNC1C(F)(F)F 2-{1-[(8-methoxy-1,2,3,4-tetrahydronaphthalen-1-yl)methyl]-1H-imidazol-4-yl}-4-[5-(trifluoromethyl)-1H-1,2,3-triazol-4-yl]pyridine